tert-butyl 4-[7-fluoro-5-(2-methylquinazolin-6-yl) indazol-2-yl]piperidine-1-carboxylate FC1=CC(=CC2=CN(N=C12)C1CCN(CC1)C(=O)OC(C)(C)C)C=1C=C2C=NC(=NC2=CC1)C